5-(4-(4-(dimethoxymethyl)piperidin-1-yl)phenyl)-8,8-difluoro-6-phenyl-5,6,7,8-tetrahydronaphthalen-2-ol COC(C1CCN(CC1)C1=CC=C(C=C1)C1C=2C=CC(=CC2C(CC1C1=CC=CC=C1)(F)F)O)OC